5-[6-methoxy-2-(trifluoromethyl)-3-pyridyl]-1-methyl-imidazole-2-carboxamide COC1=CC=C(C(=N1)C(F)(F)F)C1=CN=C(N1C)C(=O)N